C(C)(C)(C)OC(=O)N1CCC2(CCN(C2=O)CCCC2=NC=3NCCCC3C=C2)CC1 1-oxo-2-(3-(5,6,7,8-tetrahydro-1,8-naphthyridin-2-yl)propyl)-2,8-diazaspiro[4.5]decane-8-carboxylic acid tert-butyl ester